CC1=CC(=CC(=N1)N1C(C2=CC(=CC=C2C1)C1(COC1)CC1=NN=CN1C)=O)CN1C[C@H](CCC1)C (S)-2-(6-Methyl-4-((3-methylpiperidin-1-yl)methyl)pyridin-2-yl)-6-(3-((4-methyl-4H-1,2,4-triazol-3-yl)methyl)oxetan-3-yl)isoindolin-1-one